(1-(6-chloro-3,5-dicyano-4-ethylpyridin-2-yl)azetidin-3-yl)carbamic acid tert-butyl ester C(C)(C)(C)OC(NC1CN(C1)C1=NC(=C(C(=C1C#N)CC)C#N)Cl)=O